NC=1N=C(N(C(C1SC=1C=C(C=CC1)S(=O)(=O)NC)=O)C)N1CCC2(CC1)[C@@H](C1=CC=CC=C1C2)N (S)-3-((4-amino-2-(1-amino-1,3-dihydrospiro[indene-2,4'-piperidin]-1'-yl)-1-methyl-6-oxo-1,6-dihydropyrimidin-5-yl)thio)-N-methylbenzenesulfonamide